IC1=CC=C(C=C1)C1N=CN(CN1C1=CC=CC=C1)C1=CC=CC=C1 4-iodophenyl-3,5-diphenyl-1,3,5-triazine